ClC=1C(=C(C=2N(C1)C=CN2)C2=C(C=C(C=C2OC)CCC)OC)C 6-Chloro-8-(2,6-dimethoxy-4-propyl-phenyl)-7-methyl-imidazo[1,2-a]pyridine